3-(2-((1-(2-((4-azido-2,2-dimethylbutyl)(6-methylpyridin-2-yl)carbamoyl)-5-methoxyphenyl)piperidin-4-yl)methoxy)pyridin-4-yl)-3-cyclopropylpropanoic acid N(=[N+]=[N-])CCC(CN(C(=O)C1=C(C=C(C=C1)OC)N1CCC(CC1)COC1=NC=CC(=C1)C(CC(=O)O)C1CC1)C1=NC(=CC=C1)C)(C)C